3-(3,4-dihydroquinoline-1(2H)-yl)-5-(1-ethyl-6,6-dimethyl-4,5,6,7-tetrahydro-1H-indazol-3-yl)-1,2,4-Oxadiazole N1(CCCC2=CC=CC=C12)C1=NOC(=N1)C1=NN(C=2CC(CCC12)(C)C)CC